(S)-methyl 2-aminopropionate hydrochloride Cl.N[C@H](C(=O)OC)C